hexadecylbenzenesulfonate sodium salt [Na].C(CCCCCCCCCCCCCCC)OS(=O)(=O)C1=CC=CC=C1